Tert-butyl N-[3-(tert-butoxycarbonylamino)-5-methyl-pyrazolo[1,5-a]pyridin-4-yl]-N-methyl-carbamate C(C)(C)(C)OC(=O)NC=1C=NN2C1C(=C(C=C2)C)N(C(OC(C)(C)C)=O)C